NC1=CC=C(C(=N1)C=1C=2N(C(=CC1)C[C@@H](C(=O)OC)NC(C1=C(C=C(C=C1F)N1[C@H](COCC1)C(F)(F)F)F)=O)C=CN2)C(F)(F)F methyl (S)-3-(8-(6-amino-3-(trifluoromethyl)pyridin-2-yl)imidazo[1,2-a]pyridin-5-yl)-2-(2,6-difluoro-4-((R)-3-(trifluoromethyl)morpholino)benzamido)propanoate